6-(4-Amino-3-fluorophenoxy)-5-ethynylpyrimidin-4-amine NC1=C(C=C(OC2=C(C(=NC=N2)N)C#C)C=C1)F